4-methylenedioxybenzenediazonium C1OC2=CC=C(C=C2O1)[N+]#N